ClC1=CC=C(C=N1)O[C@@H]1CC[C@H](CC1)NC(C(COC1=CC=C(C=C1)Cl)(C)C)=O trans-N-(4-((6-chloropyridin-3-yl)oxy)cyclohexyl)-3-(4-chlorophenoxy)-2,2-dimethylpropionamide